phenyl (tert-butyl piperazine-1-carboxylate) C(C)(C)(C)C1N(CCNC1)C(=O)OC1=CC=CC=C1